4-(sec-butoxy)-6-methoxypyrimidin-2-amine C(C)(CC)OC1=NC(=NC(=C1)OC)N